CC(C)C(CC(C(C)C)O)O 2,6-dimethyl-3,5-heptanediol